dihydroanethol CC=CC1=CCC(C=C1)OC